Deoxy-3'-fluorocytidine F[C@@]1(C[C@@H](O[C@@H]1CO)N1C(=O)N=C(N)C=C1)O